N-(1-amino-1'-(6-amino-5-((2-amino-3-chloropyridin-4-yl)thio)pyrazin-2-yl)-1,3-dihydrospiro[indene-2,4'-piperidin]-6-yl)acetamide NC1C2=CC(=CC=C2CC12CCN(CC2)C2=NC(=C(N=C2)SC2=C(C(=NC=C2)N)Cl)N)NC(C)=O